(S)-benzyl 5-((4-bromo-2-picolinoylphenyl)amino)-4-((tert-butoxycarbonyl) amino)-5-oxopentanoate BrC1=CC(=NC=C1)C(=O)C1=C(C=CC=C1)NC([C@H](CCC(=O)OCC1=CC=CC=C1)NC(=O)OC(C)(C)C)=O